C1(CC1)S(=O)(=O)N1N=CC(=C1)C1=NC=CC(=N1)NC1=NC=C(C(=O)NCCCNC)C(=C1)NC(C)C 6-((2-(1-(cyclopropylsulfonyl)-1H-pyrazol-4-yl)pyrimidin-4-yl)amino)-4-(isopropylamino)-N-(3-(methylamino)propyl)nicotinamide